6-((2S,5R)-4-(bis(4-fluorophenyl)methyl)-2,5-dimethylpiperazin-1-yl)-2-chloro-9-(cyclopropylmethyl)-9H-purine FC1=CC=C(C=C1)C(N1C[C@@H](N(C[C@H]1C)C1=C2N=CN(C2=NC(=N1)Cl)CC1CC1)C)C1=CC=C(C=C1)F